(R)-4-(3-fluoro-5-(trifluoromethyl)benzyl)-2-methylpiperazine-1-carbonyl chloride FC=1C=C(CN2C[C@H](N(CC2)C(=O)Cl)C)C=C(C1)C(F)(F)F